BrC1=CC(=C2C(NN=C(C2=C1)C(=O)O)=O)NC(C(C)(C)C)=O 7-bromo-4-oxo-5-pivalamido-3,4-dihydrophthalazine-1-carboxylic acid